COC(C(C=1C=NC(=CC1)OC)Br)=O 2-bromo-2-(6-methoxypyridin-3-yl)acetic acid methyl ester